[Rh].[P] phosphorus, rhodium salt